BrC1=CC=CN2C(=C(C=C12)C#C)SC(F)(F)F 8-bromo-2-ethynyl-3-[(trifluoromethyl)sulfanyl]indolizine